tert-butyl 2-(2,3-dichloro-6-methoxybenzyl)-2,7-diazaspiro[3.5]nonane-7-carboxylate ClC1=C(CN2CC3(C2)CCN(CC3)C(=O)OC(C)(C)C)C(=CC=C1Cl)OC